N,N-dimethyl-2,2,2-trifluoroethylsulfonamide CN(S(=O)(=O)CC(F)(F)F)C